N-benzoyl-5-fluorocytidine C(C1=CC=CC=C1)(=O)NC1=NC(N([C@H]2[C@H](O)[C@H](O)[C@@H](CO)O2)C=C1F)=O